Cl.N[C@@H]1[C@@H](OCC12CCN(CC2)C=2N=CC(=NC2)SC2=C(C(=NC=C2)NC2=NC(=NC=C2)N2[C@H](COCC2)CO)Cl)C ((S)-4-(4-((4-((5-((3S,4S)-4-amino-3-methyl-2-oxa-8-azaspiro[4.5]Decan-8-yl)pyrazin-2-yl)thio)-3-chloropyridin-2-yl)amino)pyrimidin-2-yl)morpholin-3-yl)methanol hydrochloride